3-Ethoxy-5-{6-[2-(4-trifluoromethyl-phenyl)-ethylamino]-pyrimidin-4-yl}-thiophene C(C)OC1=CSC(=C1)C1=NC=NC(=C1)NCCC1=CC=C(C=C1)C(F)(F)F